2-[6-(4,4-difluoropiperidin-1-yl)-5-fluoro-4-(trifluoromethyl)pyridin-2-yl]-4-[(1-ethyl-1H-pyrazol-4-yl)methyl]-5-methyl-2,4-dihydro-3H-1,2,4-triazol-3-one FC1(CCN(CC1)C1=C(C(=CC(=N1)N1N=C(N(C1=O)CC=1C=NN(C1)CC)C)C(F)(F)F)F)F